methanol benzoate C(C1=CC=CC=C1)(=O)OC